2-(6-{5-chloro-2-[(oxetan-3-yl)amino]pyrimidin-4-yl}-1-oxo-2,3-dihydro-1H-isoindol-2-yl)-N-[(1S)-2-hydroxy-1-(3-methylphenyl)ethyl]acetamide ClC=1C(=NC(=NC1)NC1COC1)C1=CC=C2CN(C(C2=C1)=O)CC(=O)N[C@H](CO)C1=CC(=CC=C1)C